methyl 1-methyl-2-oxo-3H-1,3-benzodiazole-5-carboxylate CN1C(NC2=C1C=CC(=C2)C(=O)OC)=O